(R)-10-((5-chloro-2-(2,2,6,6-tetramethylmorpholino)pyrimidin-4-yl)amino)-2-cyclopropyl-7-methyl-1,2,3,4-tetrahydro-[1,4]oxazepino[2,3-c]quinolin-6(7H)-one ClC=1C(=NC(=NC1)N1CC(OC(C1)(C)C)(C)C)NC1=CC=2C3=C(C(N(C2C=C1)C)=O)OCC[C@@H](N3)C3CC3